C(CC)OCCC bis-propyl ether